ClC=1C=C(C=CC1OC1OCCCC1)C=1C=C2C(=NNC2=CC1)C=1C=C(C=NC1)O 5-(5-(3-chloro-4-((tetrahydro-2H-pyran-2-yl)oxy)phenyl)-1H-indazol-3-yl)pyridin-3-ol